(1r,2s)-2-(((tert-butyldiphenylsilyl)oxy)methyl)cyclopropane-1-carbaldehyde [Si](C1=CC=CC=C1)(C1=CC=CC=C1)(C(C)(C)C)OC[C@@H]1[C@@H](C1)C=O